CC=1C(=NNC1C)[N+](=O)[O-] 4,5-dimethyl-3-nitropyrazole